C(C)(C)(C)[Sn]=O mono-tert-butyl-tin oxide